diethylglutaric acid anhydride C(C)C1(CC(=O)OC(C1)=O)CC